1-ethyl-1-((S)-2,2,2-trifluoro-1-(5-methoxy-4-(8-methoxyimidazo[1,2-a]pyrazin-6-yl)pyridin-2-yl)ethyl)-3-((S)-1,1,1-trifluoropropan-2-yl)urea C(C)N(C(=O)N[C@H](C(F)(F)F)C)[C@H](C(F)(F)F)C1=NC=C(C(=C1)C=1N=C(C=2N(C1)C=CN2)OC)OC